1-(5-amino-6-bromoisoindolin-2-yl)-2,2,2-trifluoroethan-1-one NC=1C=C2CN(CC2=CC1Br)C(C(F)(F)F)=O